BrC=1C=C(C=C(C1)C(F)F)C[C@@H](C(=O)O)NC(=O)OC(C)(C)C (S)-3-(3-bromo-5-(difluoromethyl)phenyl)-2-((tert-butoxycarbonyl)amino)propionic acid